N1=CC=C2N1C=CC(=N2)C2=NC(=NC=C2)N[C@@H]2C[C@H](CC2)NC(OC(C)(C)C)=O tert-butyl ((1S,3S)-3-((4-(pyrazolo[1,5-a]pyrimidin-5-yl)pyrimidin-2-yl)amino)cyclopentyl)carbamate